BrC=1C=C(C2=C(N=C(O2)C)C1)C 5-bromo-2,7-dimethyl-benzo[d]oxazole